NC1CN(CCOC1)C=1C=CC=2C[C@@H]3N(CC2C1)[C@@H](CN(C3)C3=C1C=CC=NC1=C(C=C3)C#N)C 5-[(4R,11aS)-8-(6-Amino-1,4-oxazepan-4-yl)-4-methyl-1,3,4,6,11,11a-hexahydropyrazino[1,2-b]isochinolin-2-yl]chinolin-8-carbonitril